1-[1-(3-Fluoro-benzyl)-piperidin-4-yl]-4,4-bis-(4-fluoro-phenyl)-imidazolidin-2-one FC=1C=C(CN2CCC(CC2)N2C(NC(C2)(C2=CC=C(C=C2)F)C2=CC=C(C=C2)F)=O)C=CC1